5-(4-(((6-(4-(tert-butyl)phenoxy)pyridin-3-yl)amino)methyl)-2-fluoro-6-hydroxyphenyl)-1,2,5-thiadiazolidin-3-one 1,1-dioxide C(C)(C)(C)C1=CC=C(OC2=CC=C(C=N2)NCC2=CC(=C(C(=C2)O)N2CC(NS2(=O)=O)=O)F)C=C1